C1(=CC=CC=C1)C1=NC(=CC2=CC=CC=C12)[Ir](C=1N=C(C2=CC=CC=C2C1)C1=CC=CC=C1)C=1N=C(C2=CC=CC=C2C1)C1=CC=CC=C1 tris(1-phenyl-isoquinolinyl)iridium